2-bromo-5-chloro-3-(difluoromethoxy)pyridine Sodium 2-chloro-2,2-difluoroacetate ClC(C(=O)[O-])(F)F.[Na+].BrC1=NC=C(C=C1OC(F)F)Cl